N-(4-(8-fluoro-7-((1,1,1-trifluoropropan-2-yl)oxy)-1,3,4,5-tetrahydro-2H-benzo[c]azepin-2-yl)-2,6-dimethylphenyl)-3,3-dimethylbutanamide FC=1C(=CC2=C(CN(CCC2)C2=CC(=C(C(=C2)C)NC(CC(C)(C)C)=O)C)C1)OC(C(F)(F)F)C